C1(=CC=CC=C1)C=1N=C(NC1C1=CC=CC=C1)C1=C(C=CC(=C1)OC)O 4,5-diphenyl-2-(2-hydroxy-5-methoxyphenyl)imidazole